tert-butyl 4-(4-(3-amino-6-(2-hydroxyphenyl)pyridazin-4-yl)phenyl)-3,6-dihydropyridine-1(2H)-carboxylate NC=1N=NC(=CC1C1=CC=C(C=C1)C=1CCN(CC1)C(=O)OC(C)(C)C)C1=C(C=CC=C1)O